1-(4-methoxybutyl)-2,6-dioxopiperidin-3-ylisoindolin-1,3-dione COCCCCN1C(C(CCC1=O)N1C(C2=CC=CC=C2C1=O)=O)=O